BrC=1C(NC(N([C@H]2C[C@H](O)[C@@H](CO)O2)C1)=O)=O 5-bromodeoxyuridine